CC1=CC=CC(=N1)O 6-methylpyridin-2-ol